((3-(4-methylpiperazin-1-yl)propyl)azanediyl)bis(decane-1,2-diyl) dioctanoate C(CCCCCCC)(=O)OC(CN(CC(CCCCCCCC)OC(CCCCCCC)=O)CCCN1CCN(CC1)C)CCCCCCCC